4-(1-methylethyl)-cyclohexyl-methanol CC(C)C1CCC(CC1)CO